C(C)(C)[C@@]1(O)[C@H](O)[C@@H](OCC2=CC=CC=C2)[C@@H](OCC2=CC=CC=C2)[C@H](O1)C(O)C(CCC(=O)C)=O Isopropyl-3,4-di-O-benzyl-6-levulinyl-alpha-D-galactopyranose